N-[6-(2-chloro-5-fluorophenyl)-2-methyl-3-[(methyldioxo-λ6-sulfanyl)amino]-8-oxo-7,8-dihydro-6H-pyrrolo[4,3-g]indazol-5-yl]-5-fluoro-3-(trifluoromethyl)benzamide ClC1=C(C=C(C=C1)F)C1NC(C2=C1C(=CC1=C(N(N=C21)C)NS(=O)(=O)C)NC(C2=CC(=CC(=C2)F)C(F)(F)F)=O)=O